tert-butyl 4-[[1-[2-(2,6-dioxo-3-piperidyl)-7-fluoro-1,3-dioxo-isoindolin-4-yl]-4-piperidyl]methyl]piperazine-1-carboxylate O=C1NC(CCC1N1C(C2=C(C=CC(=C2C1=O)N1CCC(CC1)CN1CCN(CC1)C(=O)OC(C)(C)C)F)=O)=O